C(C)(C)(C)C1=CC2=C(N=C(N=C2)CO)N1C (6-tert-butyl-7-methyl-pyrrolo[2,3-d]pyrimidin-2-yl)methanol